5-chloro-6'-methyl-3-[4-(methylsulfonyl)phenyl]-2,3'-bipyridine ClC=1C=C(C(=NC1)C=1C=NC(=CC1)C)C1=CC=C(C=C1)S(=O)(=O)C